tert-butyl-N-(2-morpholinoethyl)-5,9-dioxo-5,9-dihydrothieno[2,3-g]quinoxaline-7-carboxamide C(C)(C)(C)C1=NC=2C(C3=C(C(C2N=C1)=O)SC(=C3)C(=O)NCCN3CCOCC3)=O